5-bromo-6-methoxybenzo[b]Thiophene-2-carboxylic acid BrC1=CC2=C(SC(=C2)C(=O)O)C=C1OC